2-(2,4-dioxotetrahydropyrimidin-1(2H)-yl)-5-((4-(3-methoxyphenyl)piperazin-1-yl)methyl)isoindoline-1,3-dione O=C1N(CCC(N1)=O)N1C(C2=CC=C(C=C2C1=O)CN1CCN(CC1)C1=CC(=CC=C1)OC)=O